ClC1=C(C=C(C=C1N)C)N(C)C1=CC(=C(C=C1)OC)F 2-chloro-N1-(3-fluoro-4-methoxyphenyl)-N1,5-dimethylbenzene-1,3-diamine